1-(2-(dimethylamino)ethyl)-N-((5-(2-methoxypyridin-4-yl)-2,3-dihydro-1H-inden-4-yl)carbamoyl)-1H-pyrazole-3-sulfonamide CN(CCN1N=C(C=C1)S(=O)(=O)NC(NC1=C2CCCC2=CC=C1C1=CC(=NC=C1)OC)=O)C